OC1(CC(C1)C)C1=CC(=NC=C1)N1N=CC(=C1)S(=O)(=O)NC=1C=CC=C2C=NN(C12)C 1-(4-(1-hydroxy-3-methylcyclobutyl)pyridin-2-yl)-N-(1-methyl-1H-indazol-7-yl)-1H-pyrazole-4-sulfonamide